1-(3-bromobenzyl)-4-phenyl-N-(4-(trifluoromethoxy)phenyl)-1H-pyrazole-3-carboxamide BrC=1C=C(CN2N=C(C(=C2)C2=CC=CC=C2)C(=O)NC2=CC=C(C=C2)OC(F)(F)F)C=CC1